4-(((5-fluoro-6-methyl-2-((4-morpholinophenyl)amino)pyrimidin-4-yl)oxy)methyl)cyclohexan-1-ol FC=1C(=NC(=NC1C)NC1=CC=C(C=C1)N1CCOCC1)OCC1CCC(CC1)O